[(1R)-3-[3-[2-(5-hydroxy-1-tetrahydropyran-2-yl-indazol-3-yl)thiazol-4-yl]propoxy]-1-methyl-propyl] methanesulfonate CS(=O)(=O)O[C@@H](CCOCCCC=1N=C(SC1)C1=NN(C2=CC=C(C=C12)O)C1OCCCC1)C